N1C(=CC=2C1=NC=CC2)C2=NNC=1C2=NC=CC1 3-(1H-pyrrolo[2,3-B]pyridin-2-yl)-1H-pyrazolo[4,3-B]pyridine